2-(1,5-dimethylpyrazol-4-yl)-2-phenyl-ethylamine CN1N=CC(=C1C)C(CN)C1=CC=CC=C1